3-propylpyrrolium fluoride [F-].C(CC)C1=C[NH2+]C=C1